2-(4-bromo-6-(cyclopropylmethoxy)-5-(3-methoxyazetidin-1-yl)pyridinecarboxamido)-2-ethylbutanoic acid ethyl ester C(C)OC(C(CC)(CC)NC(=O)C1=NC(=C(C(=C1)Br)N1CC(C1)OC)OCC1CC1)=O